2,3-difluoropropanoic anhydride FC(C(=O)OC(C(CF)F)=O)CF